N-(5-methyl-6-(2-(methylamino)-8,9-dihydroimidazo[1',2':1,6]pyrido[2,3-d]pyrimidin-6-yl)pyridin-2-yl)-4-(trifluoromethyl)picolinamide CC=1C=CC(=NC1C1=CC2=C(N=C(N=C2)NC)N2C1=NCC2)NC(C2=NC=CC(=C2)C(F)(F)F)=O